ClC=1C=C(C=CC1)C1=CC(=NC=C1C)C(=O)N[C@H]1[C@H]2CC[C@@H](C1)N2C#N 4-(3-chlorophenyl)-N-((1R,2R,4S)-7-cyano-7-azabicyclo[2.2.1]heptan-2-yl)-5-methyl-2-pyridinecarboxamide